NC=1SC=C(N1)S(=O)(=O)NC(=O)C=1C(=NC(=CC1)C(C)(C)C)OC1=C(C=C(C=C1C)C)C N-(2-Aminothiazol-4-yl)sulfonyl-6-tert-butyl-2-(2,4,6-trimethylphenoxy)pyridin-3-carboxamid